FC=1C=CC=C2C=CC(=NC12)C1=C(C=CC=C1)F 8-fluoro-2-(2-fluorophenyl)quinolin